C(C1=CC=CC=C1)OC(CO)C 2-Benzyloxy-1-propanol